C(C)N(CCC1=CNC2=NC=CC(=C21)F)C N-ethyl-N-methyl-2-(4-fluoro-1H-pyrrolo[2,3-b]pyridin-3-yl)ethan-1-amine